CN(CCN(C1=C(C=C(C(=C1)OC(F)(F)F)NC1=NC=CC(=N1)C1=CN(C2=CC=CC=C12)C)[N+](=O)[O-])C)C N1-(2-(dimethylamino)ethyl)-N1-methyl-N4-(4-(1-methyl-1H-indol-3-yl)pyrimidin-2-yl)-2-nitro-5-(trifluoromethoxy)benzene-1,4-diamine